FC(OC=1C=C(OC=2N=CC(=NC2)N2C(NC=3C2=NC=CC3)=O)C=CC1)(F)F 3-[5-[3-(trifluoromethoxy)phenoxy]pyrazin-2-yl]-1H-imidazo[4,5-b]pyridin-2-one